N-(p-amylcinnamoyl)anthranilic acid CCCCCC1=CC=CC=C1/C=C/C(=O)NC2=CC=CC=C2C(=O)O